(S)-6-(2-aminopropyl)-7-bromo-2-chloro-N-(thiophen-2-ylmethyl)pyrrolo[2,1-f][1,2,4]triazin-4-amine N[C@H](CC=1C=C2C(=NC(=NN2C1Br)Cl)NCC=1SC=CC1)C